[6-(cyclobutoxy)pyridin-2-yl]Methanone C1(CCC1)OC1=CC=CC(=N1)C=O